BrC=1C=C(C=C(C1)C1=C(C=C(C=C1C)C)C)C1=C(C=C(C=C1C)C)C 5'-bromo-2,2'',4,4'',6,6''-hexamethyl-1,1':3',1''-terphenyl